NC1=C(C=C(C=C1)C=1SC=CC1)NC(OCC1N(CCCC1)C(C)=O)=O (1-Acetylpiperidin-2-yl)methyl (2-amino-5-(thiophen-2-yl)phenyl)carbamate